trans-5-(4-chlorophenyl)-4-methylthiazolidone ClC1=CC=C(C=C1)C1=C(N=[C-]S1=O)C